beta-D-mannosyl-guanosine [C@@H]1([C@@H](O)[C@@H](O)[C@H](O)[C@H](O1)CO)[C@@]1([C@H](O)[C@H](O)[C@@H](CO)O1)N1C=NC=2C(=O)NC(N)=NC12